CC1=NOC(=C1C1=CC=NC=C1)C 4-(3,5-dimethylisoxazol-4-yl)pyridin